N=1NN=NC1C=1C=CC(=NC1)N1N=C(C(=C1O)C1=CC=C(C#N)C=C1)C 4-(1-(5-(2H-tetrazol-5-yl)pyridin-2-yl)-5-hydroxy-3-methyl-1H-pyrazol-4-yl)benzonitrile